methyl-3-(1-methylimidazol-4-yl)-4-[[3-(trifluoromethoxy)phenyl]methylamino]benzenesulfonamide CC1=C(C=CC(=C1C=1N=CN(C1)C)NCC1=CC(=CC=C1)OC(F)(F)F)S(=O)(=O)N